2,4-dipropoxyterephthalaldehyde C(CC)OC1=C(C=O)C=CC(C1)(C=O)OCCC